BrC1C(=NOC1(C)C)S(=O)(=O)C 4-bromo-5,5-dimethyl-3-(methylsulfonyl)-4,5-dihydroisoxazole